C(N)(=O)C=1C=C(C=C(C1)N1N=NC(=C1)C1=CC=C(C=C1)C(F)(F)F)C1=CC=C(C=C1)C1CCN(CC1)C(=O)OC(C)(C)C tert-Butyl 4-(3'-carbamoyl-5'-(4-(4-(trifluoromethyl)phenyl)-1H-1,2,3-triazol-1-yl)-[1,1'-biphenyl]-4-yl)piperidine-1-carboxylate